2-amino-1,1-biphenyl NC1=C(C=CC=C1)C1=CC=CC=C1